ClC=1C=NC(=C2C(C=C(N(C12)C1=C(C=C(C=C1Cl)F)Cl)C)=O)OC[C@H](C(=O)NC)C (R)-3-((8-chloro-1-(2,6-dichloro-4-fluorophenyl)-2-methyl-4-oxo-1,4-dihydro-1,6-naphthyridin-5-yl)oxy)-N,2-dimethylpropanamide